C(C)OC(=O)C1CC2=CC(=CC(=C2C1)C#N)OCC(C)(NC(=O)OC(C)(C)C)C 4-cyano-6-[2-methyl-2-[(2-methylpropan-2-yl)oxycarbonylamino]propoxy]-2,3-dihydro-1H-indene-2-carboxylic acid ethyl ester